ClC=1C=C(C=CC1)NC(=O)NC1=CC(=C(C=C1)F)C(=O)C=1C=C2N=C(C=NC2=CC1)OC 1-(3-chlorophenyl)-3-(4-fluoro-3-(3-methoxyquinoxaline-6-carbonyl)phenyl)urea